OC=1C=C(CN)C=CC1 3-hydroxybenzylamine